8-chloro-N-(3-methyl-1-(methylsulfonyl)piperidin-4-yl)-7-(1H-pyrazol-4-yl)-[1,2,4]triazolo[1,5-c]pyrimidin-2-amine ClC=1C=2N(C=NC1C=1C=NNC1)N=C(N2)NC2C(CN(CC2)S(=O)(=O)C)C